4-azido-pyridine N(=[N+]=[N-])C1=CC=NC=C1